The molecule is a glycosylglucose consisting of beta-D-xylopyranose and D-glucopyranose residues joined in sequence by a (1->2) glycosidic bond. It derives from a beta-D-xylose and a D-glucopyranose. C1[C@H]([C@@H]([C@H]([C@@H](O1)O[C@@H]2[C@H]([C@@H]([C@H](OC2O)CO)O)O)O)O)O